lactic acid-amide C(C(O)C)(=O)N